C(=O)O.ClC1=NC(=CC(=C1)C1=C(N=C(S1)NC(=O)N1C[C@H](NCC1)C(C)(C)O)C1=CC(=CC=C1)C#N)C (3S)-N-[5-(2-chloro-6-methyl-4-pyridyl)-4-(3-cyanophenyl)thiazol-2-yl]-3-(1-hydroxy-1-methylethyl)piperazine-1-carboxamide formate